4-cyclopropyl-5-(2-(methoxymethoxy)-4-methylphenyl)-1-(1-methylpiperidin-3-yl)-1H-pyrazolo[3,4-c]pyridazine C1(CC1)C1=C2C(=NN=C1C1=C(C=C(C=C1)C)OCOC)N(N=C2)C2CN(CCC2)C